2,5-bis(2-Ethyl-7-methoxy-2-methylchroman-8-yl)thieno[3,2-b]thiophene C(C)C1(OC2=C(C(=CC=C2CC1)OC)C1=CC2=C(S1)C=C(S2)C=2C(=CC=C1CCC(OC21)(CC)C)OC)C